methyl (1R,6'R,7a'S)-2,2,6'-trifluorodihydro-1'H,3'H-spiro[cyclopropan-1,2'-pyrrolizin]-7a'(5'H)-formate FC1(C[C@@]12C[C@]1(C[C@H](CN1C2)F)C(=O)OC)F